3-phenyl-3-(p-toluylamino)propionic acid C1(=CC=CC=C1)C(CC(=O)O)NC1=CC=C(C=C1)C